N-(3-methoxy-4-nitrophenyl)-N1,N2,N2-trimethylethane-1,2-diamine COC=1C=C(C=CC1[N+](=O)[O-])N(CCN(C)C)C